acetic acid, amide C(C)(=O)N